C(C)(C)(C)OC(=O)N[C@H](C(=O)OC)CCC(N1CCC2=C(CC1)C=CC=C2)=O Methyl (S)-2-((tert-butoxycarbonyl)amino)-5-oxo-5-(1,2,4,5-tetrahydro-3H-benzo[d]azepin-3-yl)pentanoate